C(#N)C1=CC=C(C=C1)C=1N=C2C(=NC1)N=C(S2)NC(OC(C)(C)C)=O tert-butyl (6-(4-cyanophenyl)thiazolo[4,5-b]pyrazin-2-yl)carbamate